P(=O)(=O)[Se]P(=O)=O phosphoselenide